2-[1-[2-(6-Methoxy-3-pyridyl)-3,6-dimethyl-4-oxo-chromen-8-yl]ethylamino]benzoic acid COC1=CC=C(C=N1)C=1OC2=C(C=C(C=C2C(C1C)=O)C)C(C)NC1=C(C(=O)O)C=CC=C1